N-(3-methoxy-4-methylphenyl)cyclohexanecarboxamide COC=1C=C(C=CC1C)NC(=O)C1CCCCC1